N-(5-((2-(4-azaspiro[2.4]heptan-4-yl)ethyl)carbamoyl)-2-methylpyridin-3-yl)-2-(5-methoxy-1-methyl-1H-pyrazol-4-yl)pyrazolo[5,1-b]thiazole-7-carboxamide C1CC12N(CCC2)CCNC(=O)C=2C=C(C(=NC2)C)NC(=O)C=2C=NN1C2SC(=C1)C=1C=NN(C1OC)C